4-Chloro-7-methoxypyrido[4,3-d]pyrimidine ClC=1C2=C(N=CN1)C=C(N=C2)OC